(1r,4r)-4-(3-chloroanilino)-2'-(4-methoxy-2-methylphenyl)-2',3'-dihydrospiro[cyclohexane-1,1'-indene]-4-carboxylic acid ClC=1C=C(NC2(CCC3(C(CC4=CC=CC=C34)C3=C(C=C(C=C3)OC)C)CC2)C(=O)O)C=CC1